(2-bromo-5-iodophenyl)methylamine BrC1=C(C=C(C=C1)I)CN